4-(2-(methoxymethyl)cyclopropyl)-2-(trifluoromethyl)thiazole-5-carboxylic acid ethyl ester C(C)OC(=O)C1=C(N=C(S1)C(F)(F)F)C1C(C1)COC